(R)-2,6-di-tert-butyl-4-(hydroxy(4-methoxyphenyl)methyl)phenol C(C)(C)(C)C1=C(C(=CC(=C1)[C@@H](C1=CC=C(C=C1)OC)O)C(C)(C)C)O